3-[[5-(4-fluorophenyl)-6-isopropyl-1H-pyrazolo[4,3-g]quinolin-7-yl]oxy]cyclobutanecarboxylic acid FC1=CC=C(C=C1)C1=C(C(=NC2=CC3=C(C=C12)C=NN3)OC3CC(C3)C(=O)O)C(C)C